(3-Chloro-2-cyanophenyl)carbamic acid ethyl ester C(C)OC(NC1=C(C(=CC=C1)Cl)C#N)=O